3-(2,6-dichloropyridin-3-yl)-2,2-dimethylpropanoic acid ClC1=NC(=CC=C1CC(C(=O)O)(C)C)Cl